4-(8-(1-methyl-6-(trifluoromethyl)-1H-benzo[d]imidazol-5-yl)indolizine-3-carbonyl)-N-(2,3,5,6-tetrafluoro-4-sulfamoylphenyl)benzamide CN1C=NC2=C1C=C(C(=C2)C2=CC=CN1C(=CC=C21)C(=O)C2=CC=C(C(=O)NC1=C(C(=C(C(=C1F)F)S(N)(=O)=O)F)F)C=C2)C(F)(F)F